1,4-diazepin-tetraacetic acid N=1C(=C(NC(=C(C1)CC(=O)O)CC(=O)O)CC(=O)O)CC(=O)O